Cl.CN1CN(C=C1)C 1,3-dimethyl-imidazole hydrochloride